6-(1-(3-Chloropyridin-2-yl)-3-(trifluoromethyl)-1H-pyrazol-5-carboxamido)-N-isopropyl-5-methylpyrazolo[1,5-a]pyridin-7-carboxamid ClC=1C(=NC=CC1)N1N=C(C=C1C(=O)NC=1C(=CC=2N(C1C(=O)NC(C)C)N=CC2)C)C(F)(F)F